BrC1=CC=C(C=C1)C1=CC2=C(SC=C2)C=C1 5-(4-bromophenyl)benzo[b]thiophene